C(C)C=1C=C(C=CC1CO)C(C)=O 1-(3-ethyl-4-(hydroxymethyl)phenyl)ethanone